3-Glycidyloxypropyldiethoxymethylsilane C(C1CO1)OCCC[SiH2]C(OCC)OCC